2-[4-[4-[(2,6-dioxo-3-piperidyl)amino]-2-fluoro-5-methoxy-phenyl]-1-piperidyl]acetic acid O=C1NC(CCC1NC1=CC(=C(C=C1OC)C1CCN(CC1)CC(=O)O)F)=O